ClC1=CC(=C(OCC=2C=C(C#N)C=CC2)C=C1OCC=1C(N(C=CC1)C1=CC2=C(OCCO2)C=C1)=O)C=O 3-((4-chloro-5-((1-(2,3-dihydrobenzo[b][1,4]dioxin-6-yl)-2-oxo-1,2-dihydropyridin-3-yl)methoxy)-2-formylphenoxy)methyl)benzonitrile